CC(C(=O)OCC)(CO)C ethyl 2,2-dimethyl-3-hydroxypropionate